tert-butyl 7-(4-nitrophenyl)-4,7-diazaspiro[2.5]octane-4-carboxylate [N+](=O)([O-])C1=CC=C(C=C1)N1CCN(C2(CC2)C1)C(=O)OC(C)(C)C